COCCC1=CC=C(C=C1)NC1=NC=CC(=N1)NC1=NC(=NC=C1)C1=NC(=CC=C1)C N2-[4-(2-methoxyethyl)phenyl]-N4-[2-(6-methyl-2-pyridyl)pyrimidin-4-yl]pyrimidine-2,4-diamine